COCCOB=O methoxyethoxyboron oxide